C(C)(C)(C)N\C=C\1/C(OC2=C(C1)C=C(C=C2)C)CC2=CN=C(O2)C2=CC=C(C=C2)I (Z)-3-((tert-butylamino)methylene)-2-((2-(4-iodophenyl)oxazol-5-yl)methyl)-6-methylbenzopyran